(-)-7-azido-6,7-dihydro-5H-pyrrolo[1,2-a]imidazole N(=[N+]=[N-])C1CCN2C1=NC=C2